COC1=CC(=C(C=C1C)C)OC dimethoxy-meta-xylene